ClC1=NC=2N(C(=C1)N1CCOCC1)N=C(C2)CCl 4-(5-chloro-2-(chloromethyl)pyrazolo[1,5-a]pyrimidin-7-yl)morpholine